(6-bromopyridin-2-yl)-3-azabicyclo[3.1.0]hexane-2-carboxamide BrC1=CC=CC(=N1)C12C(NCC2C1)C(=O)N